(2S,5R)-6-(benzyloxy)-7-oxo-1,6-diazabicyclo[3.2.1]octane C(C1=CC=CC=C1)ON1[C@@H]2CCCN(C1=O)C2